FC(C(=O)O)(F)F.C(C1=CC=CC=C1)NS(=O)(=O)C1=CC(=CC=C1)C(CC#N)N1N=CC(=C1)C=1C2=C(N=CN1)NC=C2 N-benzyl-3-{2-cyano-1-[4-(7H-pyrrolo[2,3-d]pyrimidin-4-yl)-1H-pyrazol-1-yl]ethyl}benzene-sulfonamide trifluoroacetate